ClC1=C(C=CC(=C1)F)C(=O)N1CCN(CC1)C1=C(C(=CC=C1)Cl)OCOC (2-Chloro-4-fluoro-phenyl)-[4-[3-chloro-2-(methoxymethoxy)phenyl]piperazin-1-yl]methanone